N-(benzofuran-3-yl)-6-phenyl-3,4-dihydro-isoquinoline-2(1H)-carboxamide O1C=C(C2=C1C=CC=C2)NC(=O)N2CC1=CC=C(C=C1CC2)C2=CC=CC=C2